Methyl (R)-2-((tert-butoxycarbonyl)amino)-5-(3,4-dichloro-2-((4-(methyl(phenyl)amino) pyrazolo[1,5-a][1,3,5]triazin-8-yl)methyl)phenoxy)pentanoate C(C)(C)(C)OC(=O)N[C@@H](C(=O)OC)CCCOC1=C(C(=C(C=C1)Cl)Cl)CC=1C=NN2C1N=CN=C2N(C2=CC=CC=C2)C